4-((4-((1-Acetylazetidin-3-yl)methoxy)pyridin-3-yl)amino)-N-(4-(4-methylpiperazin-1-yl)phenyl)-2-oxo-1,2-dihydropyridine-3-carboxamide C(C)(=O)N1CC(C1)COC1=C(C=NC=C1)NC1=C(C(NC=C1)=O)C(=O)NC1=CC=C(C=C1)N1CCN(CC1)C